2-{[3-(difluoromethoxy)propyl]({[(9H-fluoren-9-yl)methoxy]carbonyl})amino}acetic acid FC(OCCCN(CC(=O)O)C(=O)OCC1C2=CC=CC=C2C=2C=CC=CC12)F